FC1(CN(CC[C@H]1NC1=NN2C(C(=N1)OC)=C(C(=C2)F)C2=CC=1N(C=C2)N=CC1C(=O)NC)C1COC1)F (R)-5-(2-((3,3-difluoro-1-(oxetan-3-yl)piperidin-4-yl)amino)-6-fluoro-4-methoxypyrrolo[2,1-f][1,2,4]triazin-5-yl)-N-methylpyrazolo[1,5-a]pyridine-3-carboxamide